(1R,4R)-4-((5-amino-8-(pyridin-4-yl)pyrido[4,3-d]pyrimidin-2-yl)amino)cyclohexane NC1=NC=C(C=2N=C(N=CC21)NC2CCCCC2)C2=CC=NC=C2